5-(3-(azetidin-3-ylsulfonyl)-5-morpholinophenyl)pyrimidin-2-amine-TFA salt OC(=O)C(F)(F)F.N1CC(C1)S(=O)(=O)C=1C=C(C=C(C1)N1CCOCC1)C=1C=NC(=NC1)N